(S)- and (R)-2-((4-cyanophenEthyl)amino)-N-(4-(1-methyl-1H-pyrazol-4-yl)pyridin-2-yl)-2-phenylacetamide C(#N)C1=CC=C(CCN[C@H](C(=O)NC2=NC=CC(=C2)C=2C=NN(C2)C)C2=CC=CC=C2)C=C1 |r|